COC1=NC(=NN2C1=C(C=C2)C=2C=C1N=CC=NC1=CC2)NC2CC(C2)(C)NC(OC(C)(C)C)=O tert-butyl ((1s,3s)-3-((4-methoxy-5-(quinoxalin-6-yl)pyrrolo[2,1-f][1,2,4]triazin-2-yl)amino)-1-methylcyclobutyl)carbamate